C1(CC1)C1=CC(=NC=C1)N 4-cyclopropylpyridin-2-amine